C(C)(C)(C)OC(=O)N[C@H](C(=O)N[C@H](C(=O)NC1=CC(=C(C(=O)NCCC[C@@H](C(=O)OC)NC(C2=CC=C(C=C2)CCC=2N=C3C(=NC(=NC3=NC2)N)N)=O)C=C1)C=1N=NNN1)C)C(C)C Methyl (S)-5-(4-((S)-2-((S)-2-((tert-butoxycarbonyl)amino)-3-methylbutanamido) propanamido)-2-(2H-tetrazol-5-yl)benzamido)-2-(4-(2-(2,4-diaminopteridin-6-yl)ethyl) benzamido)pentanoate